2,5-di(benzoylperoxy)-2,5-dimethylhexane C(C1=CC=CC=C1)(=O)OOC(C)(CCC(C)(C)OOC(C1=CC=CC=C1)=O)C